tert-butyl (cyclobutylmethyl)((3R)-1-(6-(1-(4-(6-(pyrrolidin-1-yl)pyrazin-2-yl)-1H-1,2,3-triazol-1-yl)ethyl)pyridin-3-yl)piperidin-3-yl)carbamate C1(CCC1)CN(C(OC(C)(C)C)=O)[C@H]1CN(CCC1)C=1C=NC(=CC1)C(C)N1N=NC(=C1)C1=NC(=CN=C1)N1CCCC1